C(CC)[Sn](N(C)C)(N(C)C)N(C)C n-propyltris(dimethylamino)tin